NC1=C(C=C(C=C1)C(=O)N1CCOCC1)OC 4-amino-3-methoxyphenyl-(morpholino)methanone